4-({2-[3-({4-[(4-acetylpiperazin-1-yl)sulfonyl]-2-methoxyphenyl}amino)prop-1-yn-1-yl]-1-(2,2,2-trifluoroethyl)-1H-indol-4-yl}amino)-1λ6-thiane-1,1-dione C(C)(=O)N1CCN(CC1)S(=O)(=O)C1=CC(=C(C=C1)NCC#CC=1N(C2=CC=CC(=C2C1)NC1CCS(CC1)(=O)=O)CC(F)(F)F)OC